1-(4-(2,3-Dimethylphenyl)-4-fluoropiperidin-1-yl)-2-((3bR,4aR)-3-(4-(2-hydroxyacetyl)piperazin-1-carbonyl)-3b,4,4a,5-tetrahydro-1H-cyclopropa[3,4]cyclopenta[1,2-c]pyrazol-1-yl)ethanon CC1=C(C=CC=C1C)C1(CCN(CC1)C(CN1N=C(C2=C1C[C@@H]1[C@H]2C1)C(=O)N1CCN(CC1)C(CO)=O)=O)F